N-(2-ethylbutyl)(3,3-dimethylbutan-2-yl)dodecane-1,12-diamine C(C)C(CNC(CCCCCCCCCCCN)C(C)C(C)(C)C)CC